8-methoxy-N4-(4-(methylthio)benzyl)quinoline-3,4-diamine COC=1C=CC=C2C(=C(C=NC12)N)NCC1=CC=C(C=C1)SC